N-(4-((4-((((1r,4r)-4-(aminomethyl)cyclohexyl)methyl)carbamoyl)phenyl)carbamoyl)benzyl)-N-cyclopropyl-3-oxo-3,4-dihydro-2H-benzo[b][1,4]oxazine-7-carboxamide 2,2,2-trifluoroacetate FC(C(=O)O)(F)F.NCC1CCC(CC1)CNC(=O)C1=CC=C(C=C1)NC(=O)C1=CC=C(CN(C(=O)C=2C=CC3=C(OCC(N3)=O)C2)C2CC2)C=C1